ClC1=NC(=NC(=C1)C)C(CF)C 4-chloro-2-(1-fluoropropan-2-yl)-6-methylpyrimidine